[Br-].Br[Zn]C1CC(OCC1)C1=CC(=NC=C1)C Bromo-[2-(2-methyl-4-pyridyl)tetrahydropyran-4-yl]zinc bromide